C1(=CC(=CC(=C1)C(=O)Cl)C(=O)Cl)C(=O)Cl benzene-1,3,5-tricarbonyl trichloride